N-cyclohexyl-N-methylcyclohexanamine C1(CCCCC1)N(C1CCCCC1)C